OC[C@H]1OC[C@H]([C@H]([C@H]1O)O)C=1C=NC=NC1 (2R,3R,4R,5R)-2-(hydroxymethyl)-5-(pyrimidin-5-yl)tetrahydro-2H-pyran-3,4-diol